2-amino-2-(chloromethyl)-malonic acid monoethyl ester C(C)OC(C(C(=O)O)(CCl)N)=O